[2-(n-octanesulfonyloxyimino)-2,3-dihydrothiophene-3-ylidene]-2-(2-methylphenyl)acetonitrile C(CCCCCCC)S(=O)(=O)ON=C1SC=CC1=C(C#N)C1=C(C=CC=C1)C